ClC1=CC=C(S1)CNC1=CC(=NN1C(C(CO)(C)C)=O)C1CCN(CC1)CCOC1CC1 1-(5-[(5-chlorothiophen-2-yl)methyl]amino-3-[1-(2-cyclopropoxyethyl)piperidin-4-yl]-1H-pyrazol-1-yl)-3-hydroxy-2,2-dimethylpropan-1-one